N1(CCCCC1)C1=CC(=NC=N1)N1CC=2C(=NNC(C2)=O)CC1 5,6,7,8-tetrahydro-6-[6-(1-piperidinyl)-4-pyrimidinyl]-pyrido[4,3-c]pyridazin-3(2H)-one